(S)-5-(2,3-dihydrofuran-2-yl)-N,N-bis(2,4-dimethoxybenzyl)pyrimidin-2-amine O1[C@@H](CC=C1)C=1C=NC(=NC1)N(CC1=C(C=C(C=C1)OC)OC)CC1=C(C=C(C=C1)OC)OC